ClC1=CC(=C(C2=C1O[C@](O2)(C)[C@@H]2CC[C@H](CC2)N)C)C(=O)NCC=2C(NC(=CC2C)C)=O |&1:8| (2RS)-7-chloro-2-(trans-4-aminocyclohexyl)-N-[(4,6-dimethyl-2-oxo-1,2-dihydropyridine-3-yl)methyl]-2,4-dimethyl-1,3-benzodioxole-5-formamide